OC1(CC1)C(=O)N1[C@H]([C@H](CCC1)NS(=O)(=O)C)CO[C@@H]1CC[C@@H](CC1)C1=CC=CC=C1 N-(cis-1-((1-hydroxycyclopropyl)carbonyl)-2-(((cis-4-phenylcyclohexyl)oxy)methyl)-piperidin-3-yl)methane-sulfonamide